7-(5-methylhexahydropyrrolo[3,4-c]pyrrol-2(1H)-yl)-3,4-dihydroquinolin-2(1H)-one CN1CC2C(C1)CN(C2)C2=CC=C1CCC(NC1=C2)=O